(S)-1-(1H-Benzo[d]imidazol-5-yl)-5-(4-(bis(2-methoxyethyl)amino)phenyl)imidazolidin-2-on N1C=NC2=C1C=CC(=C2)N2C(NC[C@@H]2C2=CC=C(C=C2)N(CCOC)CCOC)=O